C(C)N1N=C(C=2C1=NC(=CN2)N2CC1(CN(C1)C1=NC(=NC(=C1)C(F)(F)F)C)CC2)C(F)(F)F 1-ethyl-6-(2-(2-methyl-6-(trifluoromethyl)pyrimidin-4-yl)-2,6-diazaspiro[3.4]octan-6-yl)-3-(trifluoromethyl)-1H-pyrazolo[3,4-b]pyrazine